NC1(CC1)C1=CC=C(C=C1)C=1N=C2SC3=C(N2C1)C=CC(=C3)C(=O)NCCCN3CCCCC3 (4-(1-aminocyclopropyl)phenyl)-N-(3-(piperidin-1-yl)propyl)benzo[d]imidazo[2,1-b]thiazole-7-carboxamide